FC1=CC=C(C=C1)N1CCN(C2=CC=CC=C12)C(CCN1CCN(CC1)C)=O 1-(4-(4-Fluorophenyl)-3,4-dihydroquinoxaline-1(2H)-yl)-3-(4-methylpiperazin-1-yl)propan-1-one